C1(=CC=CC=C1)SCCN1CCC(=CC1)C1=NC=CC=C1 1'-(2-(phenylthio)ethyl)-1',2',3',6'-tetrahydro-[2,4'-bipyridin]